6-(pyridin-3-yl)-1,4-dihydroquinoxaline-2,3-dione N1=CC(=CC=C1)C=1C=C2NC(C(NC2=CC1)=O)=O